C(C(C)(C)C)(=O)OC1=CC(=C(C(=C1F)F)F)F 3,4,5,6-tetrafluorophenyl pivalate